1,4-piperazinediethanesulfonic acid sodium salt [Na+].N1(CCN(CC1)CCS(=O)(=O)[O-])CCS(=O)(=O)[O-].[Na+]